3,4-methylenedioxyethylamphetamine CCNC(C)CC1=CC2=C(C=C1)OCO2